5,7-dimethylquinolin-6-amine CC1=C2C=CC=NC2=CC(=C1N)C